5-[methyl(2-phenylethyl)amino]-2-phenyl-2-propan-2-ylpentanenitrile CN(CCCC(C#N)(C(C)C)C1=CC=CC=C1)CCC1=CC=CC=C1